N1(CC[C@H]2CNCC[C@H]21)C2=CC1=C(C[C@H](CO1)NC(=O)C1=C(C=3C(=NC(=CC3)C)S1)N)C=C2 N-[(3R)-7-[(3aS,7aR)-octahydro-1H-pyrrolo[3,2-c]pyridin-1-yl]-3,4-dihydro-2H-1-benzopyran-3-yl]-3-amino-6-methylthieno[2,3-b]pyridine-2-carboxamide